(4-chloro-3-{4-[6-(3-ethoxypropoxy)pyridin-3-yl]-6-oxo-1,6-dihydropyrimidin-2-yl}benzyl)isobutyramide ClC1=C(C=C(CC(C(=O)N)(C)C)C=C1)C=1NC(C=C(N1)C=1C=NC(=CC1)OCCCOCC)=O